C(#N)C=1N=CC(=NC1)NC=1C(=C(N=NC1)C(=O)NC)NCC1CNCCO1 (5-cyanopyrazin-2-ylamino)-N-methyl-4-(morpholin-2-ylmethylamino)pyridazine-3-carboxamide